2-[[1-methyl-3-[(trans)-4-methyltetrahydrofuran-3-yl]oxy-1H-pyrazol-4-yl]amino]-7-[(3r,4r)-4-methyltetrahydrofuran-3-yl]pyrrolo[2,3-d]pyrimidine-6-carbonitrile CN1N=C(C(=C1)NC=1N=CC2=C(N1)N(C(=C2)C#N)[C@H]2COC[C@@H]2C)O[C@@H]2COC[C@H]2C